4-{[(3-{[5,5-dimethyl-1,4-dioxan-2-yl]methoxy}pyridin-4-yl)methyl]amino}-N-(2-ethyl-3-fluorophenyl)-2-oxo-1,2,5,6-tetrahydropyridine-3-carbothioamide CC1(OCC(OC1)COC=1C=NC=CC1CNC1=C(C(NCC1)=O)C(NC1=C(C(=CC=C1)F)CC)=S)C